F[C@H]1CN(CC[C@H]1OC)C1=NC=CC(=N1)NC=1N=CC2=C(C=C(C(=C2C1)C(C)C)[C@H]1N(CCC1)C(C#CC)=O)N1CC(C1)CS(=O)(=O)C 1-((S)-2-(3-((2-((3S,4R)-3-fluoro-4-methoxypiperidin-1-yl)pyrimidin-4-yl)amino)-5-isopropyl-8-(3-((methylsulfonyl)methyl)azetidin-1-yl)isoquinolin-6-yl)pyrrolidin-1-yl)but-2-yn-1-one